Di((Z)-non-2-en-1-yl) 6,6'-(((2-((1-methylpiperidin-4-yl)methyl)-1,3-dioxolane-4,5-diyl)bis(methylene))bis(oxy))dihexanoate CN1CCC(CC1)CC1OC(C(O1)COCCCCCC(=O)OC\C=C/CCCCCC)COCCCCCC(=O)OC\C=C/CCCCCC